ClC1=CC2=C(N=C(S2)NC([C@H](C2=CC=C(C=C2)C=2N=NN(N2)C)[C@@H]2CC(CC2)(F)F)=O)C=C1 (S)-N-(6-Chlorobenzo[d]thiazol-2-yl)-2-((S)-3,3-difluorocyclopentyl)-2-(4-(2-methyl-2H-tetrazol-5-yl)phenyl)acetamide